COC=1C=C(C=C(C1OC)OC)CCCO 1-(3',4',5'-trimethoxyphenyl)propan-3-ol